N-((1r,4r)-4-((3-(3-aminobenzo[d]isoxazol-6-yl)-2-oxo-2,3-dihydro-1H-benzo[d]imidazol-1-yl)methyl)cyclohexyl)-5-chloro-2-methylnicotinamide NC1=NOC2=C1C=CC(=C2)N2C(N(C1=C2C=CC=C1)CC1CCC(CC1)NC(C1=C(N=CC(=C1)Cl)C)=O)=O